tert-butyl (3R)-3-[(E)-3-ethoxy-3-oxo-prop-1-enyl]pyrrolidine-1-carboxylate C(C)OC(/C=C/[C@@H]1CN(CC1)C(=O)OC(C)(C)C)=O